BrC=1C=C(C(=C(C1)C=O)O)C=O 5-bromo-2-hydroxy-1,3-benzenedicarboxaldehyde